[Cl-].N1=CC=C(C=C1)C=1C=C(C=CC1)C1=CC=C2C(=N1)NC(=N2)C[NH3+] (5-(3-(pyridin-4-yl)phenyl)-3H-imidazo[4,5-b]pyridin-2-yl)methanaminium chloride